CN(C1CCC2(CCN(CC2)C(COC2=CC=CC=C2)=O)CC1)C=1C2=C(N=CN1)NC=C2 1-(9-(Methyl(7H-pyrrolo[2,3-d]pyrimidin-4-yl)amino)-3-azaspiro[5.5]undecan-3-yl)-2-phenoxyethan-1-on